4-(5-methyl-1H-pyrazol-3-yl)-N6-(2,4,6-trifluorobenzyl)-1H-pyrazolo[3,4-d]pyrimidine-4,6-diamine CC1=CC(=NN1)C1(C=2C(=NC(=N1)NCC1=C(C=C(C=C1F)F)F)NNC2)N